C(C)(C)(C)OC(=O)N1C2(CC(CC1CC2)(OC)OC)C 3,3-Dimethoxy-1-methyl-8-azabicyclo[3.2.1]octane-8-carboxylic acid tert-butyl ester